ClC1=CC=C(C=2NC(=NC21)C(=O)O)Cl 4,7-dichloro-1H-benzo[d]imidazole-2-carboxylic acid